OCCSC(CC(C)C)=O 1-[(2-hydroxyethyl)sulfanyl]-3-methylbutan-1-one